ethyl 5-(1-methylcyclohexyl)-7-(trifluoromethyl)pyrazolo[1,5-a]pyrimidine-2-carboxylate Ethyl-7-(trifluoromethyl)pyrazolo[1,5-a]pyrimidine-2-carboxylate C(C)OC(=O)C1=NN2C(N=CC=C2C(F)(F)F)=C1.CC1(CCCCC1)C1=NC=2N(C(=C1)C(F)(F)F)N=C(C2)C(=O)OCC